4-aminophenyl phosphate P(=O)(OC1=CC=C(C=C1)N)([O-])[O-]